5-(2-((4-Fluoro-3-((methylsulfonyl)methyl)phenyl)amino)pyrimidin-4-yl)-3,3-dimethylisoindoline FC1=C(C=C(C=C1)NC1=NC=CC(=N1)C=1C=C2C(NCC2=CC1)(C)C)CS(=O)(=O)C